OC1=C(C=C(C=C1C)CC1=C(C(=CC(=C1)CC1=CC(=C(C(=C1)C)O)CC1=CC(=C(C(=C1)C)O)C)C)O)C 2,2'-bis[(4-hydroxy-3,5-dimethylphenyl)methyl]6,6'-dimethyl-4,4'-methylenediphenol